C(C)OC1=CC=C(C=N1)C1=CN=CC(=N1)C(=O)NC=1N=C2N(C(=CC=C2OC)F)C1 6-(6-ethoxypyridin-3-yl)-N-(5-fluoro-8-methoxyimidazo[1,2-a]pyridin-2-yl)pyrazine-2-carboxamide